Cl.N1=CC=C(C2=CC=CC=C12)NCCCCC1=CC=C(O1)\C=N/O (Z)-5-(4-(quinolin-4-ylamino)butyl)furan-2-carbaldehyde oxime hydrochloride